2-(((1R,3S)-3-(3H-imidazo[4,5-b]pyridin-3-yl)cyclohexyl)amino)-4-(1-isopropyl-1H-imidazol-4-yl)pyrimidine-5-carbonitrile N1=CN(C2=NC=CC=C21)[C@@H]2C[C@@H](CCC2)NC2=NC=C(C(=N2)C=2N=CN(C2)C(C)C)C#N